ClC1=C(C=NC=N1)C#N 6-Chloropyrimidine-5-carbonitrile